CC=1C=C(C=C2C=NNC12)C[C@@H](C(=O)N1CCC(CC1)C)CC(=O)N1CCC(CC1)N1C(NC2=CC=CC=C2C1)=O |r| (±)-2-(7-Methyl-1H-indazol-5-ylmethyl)-1-(4-methyl-piperidin-1-yl)-4-[4-(2-oxo-1,4-dihydro-2H-quinazolin-3-yl)-piperidin-1-yl]-butane-1,4-dione